COC(=O)[C@@H]1CC[C@H]2OC3(C(N21)=O)CCNCC3 (5'S,7a'R)-3'-oxotetrahydro-3'H-spiro[piperidine-4,2'-pyrrolo[2,1-b]oxazole]-5'-carboxylic acid methyl ester